NC1=C(C=NC=N1)C1=CC=C(C=C1)OC1=CC=C(C=C1)C#N 6-amino-5-(4-(4-cyanophenoxy)phenyl)pyrimidin